5-Nitro-3-thiocyano-1H-indole [N+](=O)([O-])C=1C=C2C(=CNC2=CC1)SC#N